FC1CNC1 3-fluoro-azetidine